N-[(3,5-dichlorophenyl)methyl]-4-(3-pyridyl)aniline ClC=1C=C(C=C(C1)Cl)CNC1=CC=C(C=C1)C=1C=NC=CC1